glycylproline NCC(=O)N1[C@@H](CCC1)C(=O)O